OC(C)(C)C1=NC(=NO1)C=1SC=C(N1)C(=O)N1[C@H](CCC1)C (S)-(2-(5-(2-hydroxypropan-2-yl)-1,2,4-oxadiazol-3-yl)thiazol-4-yl)(2-methylpyrrolidin-1-yl)methanone